C12(CC(C1)C2)C=2C=CC(=C(C2)S(=O)(=O)NC(=O)C2=CC1=CC=CC(=C1C=C2)N2N=CC=C2)OC N-((5-(bicyclo[1.1.1]pentan-1-yl)-2-meth-oxyphenyl)sulfonyl)-5-(1H-pyrazol-1-yl)-2-naphthamide